bis[4-(3-aminophenoxy)phenyl]methane Phosphorus [P].NC=1C=C(OC2=CC=C(C=C2)CC2=CC=C(C=C2)OC2=CC(=CC=C2)N)C=CC1